4-pyrrolidinylalanine N1CCC(C1)N[C@@H](C)C(=O)O